The molecule is a trihydroxyflavanone that is flavanone substituted by hydroxy groups at positions 7, 2' and 4' and a prenyl group at position 8. It has a role as a plant metabolite. It is a trihydroxyflavanone and a member of 4'-hydroxyflavanones. CC(=CCC1=C(C=CC2=C1OC(CC2=O)C3=C(C=C(C=C3)O)O)O)C